N1CC(C1)CN1CC(C1)N1CCC(CC1)C1=CC(=C(C=C1C)NC1=NC=C(C(=N1)NC1=C(C=CC=C1)S(=O)(=O)C(C)C)Cl)OC(C)C N2-(4-(1-(1-(azetidin-3-ylmethyl)azetidin-3-yl)piperidin-4-yl)-2-isopropoxy-5-methylphenyl)-5-chloro-N4-(2-(isopropylsulfonyl)phenyl)pyrimidine-2,4-diamine